[Mo].N1C=NC=C1 Imidazole molybdenum